C(C)(C)(C)OC(N(C1=CC=NC=C1)CCO)=O.C1(=C(C=CC=C1)C=CC(=O)N1C(OCC1)=O)C1=CC=CC=C1 3-(3-([1,1'-biphenyl]-2-yl)acryloyl)oxazolidin-2-one tert-butyl-(2-hydroxyethyl)pyridin-4-ylcarbamate